C(C)C(COP(OCC(CCCC)CC)(O)=O)CCCC di-(2-ethylhexyl)-phosphoric acid